5-amino-2'-((3-fluoro-6-methylpyridin-2-yl)amino)-6-(5-methyl-1H-indazol-4-yl)-[2,3'-bipyridine]-4-carboxamide NC=1C(=CC(=NC1C1=C2C=NNC2=CC=C1C)C=1C(=NC=CC1)NC1=NC(=CC=C1F)C)C(=O)N